FC=1C=CC=C2C=CC=C(C12)CN1CCC2(CC1)COC1=C3CN(C(C3=CC=C12)=O)C1C(NC(CC1)=O)=O 3-(1'-((8-fluoronaphthalen-1-yl)methyl)-6-oxo-6,8-dihydro-2H,7H-spiro[furo[2,3-e]isoindole-3,4'-piperidin]-7-yl)piperidine-2,6-dione